ClC1=CC(=C(C2=C1NC(=N2)C(F)(F)F)N2C(N(C(=CC2=O)C(F)(F)F)C)=O)F 3-[7-chloro-5-fluoro-2-trifluoromethyl-1H-benzimidazol-4-yl]-1-methyl-6-trifluoromethyl-1H-pyrimidine-2,4-dione